[Ti].[Al].[Zn] zinc aluminum titanium